CC1(C2CN(C(C12)C(=O)N)C(C(C(CC)C(F)(F)F)NC(C(F)(F)F)=O)=O)C 6,6-dimethyl-3-[2-(2,2,2-trifluoroacetylamino)-3-(trifluoromethyl)pentanoyl]-3-azabicyclo[3.1.0]Hexane-2-carboxamide